TRANS-8-(dimethylamino)-8-phenyl-1,3-diazaspiro[4.5]decan-2-one CN(C1(CCC2(CNC(N2)=O)CC1)C1=CC=CC=C1)C